COC=1C(=CC2=C(C1)OCC1=C2N(N=C1C(=O)N1C(CN(CC1)C#N)(C)C)C1=CSC=C1)C1=NN(C=C1)C 4-(7-methoxy-8-(1-methyl-1H-pyrazol-3-yl)-1-(thiophen-3-yl)-1,4-dihydrochromeno[4,3-c]pyrazole-3-carbonyl)-3,3-dimethylpiperazine-1-carbonitrile